BrC1=NN(C=N1)C1=CC=C(C=C1)S(=O)(=O)C(F)(F)F 3-bromo-1-(4-((trifluoromethyl)sulfonyl)phenyl)-1H-1,2,4-triazole